C(C)(C)(C)OC(=O)N1C(C(CCC1=O)N1C(C2=CC=C(C=C2C1=O)Br)=O)=O.ClC=1C=C2CC[C@H](C2=CC1)NC(C1=CC=C(C=C1)NS(=O)(=O)C1CC1)=O N-[(1R)-5-chloroindan-1-yl]-4-(cyclopropylsulfonylamino)benzamide tert-butyl-3-(5-bromo-1,3-dioxo-isoindolin-2-yl)-2,6-dioxo-piperidine-1-carboxylate